tritylcystine C(C1=CC=CC=C1)(C1=CC=CC=C1)(C1=CC=CC=C1)C([C@@H](C(=O)O)N)SSC[C@@H](C(=O)O)N